NC1=C(C=C(C=N1)C1=NN2C(=C1)[C@@]1(CN(CC1)C(=O)NC(C)C)OCC2)C(F)(F)F |r| (rac)-2-[6-amino-5-(trifluoromethyl)pyridin-3-yl]-N-(propan-2-yl)-6,7-dihydrospiro[pyrazolo[5,1-c][1,4]oxazine-4,3'-pyrrolidine]-1'-carboxamide